C(C)(C)(C)OC(=O)N1CC2(C1)CC(C2)SC2=CC(=CC=C2)OC(F)(F)F 6-[[3-(trifluoromethoxy)phenyl]thio]-2-azaspiro[3.3]heptane-2-carboxylic acid tert-butyl ester